CN1[C@H]2[C@@](CCC1)(CCC2)COC2=NC1=C(C(=CC=C1C(=N2)N2CCOCC(C2)O)C2=CC(=CC1=CC=C(C(=C21)C#C)F)O)F 4-(2-{[(4aS,7aR)-1-methyl-octahydro-1H-cyclopenta[b]pyridin-4a-yl]methoxy}-7-(8-ethynyl-7-fluoro-3-hydroxynaphthalen-1-yl)-8-fluoroquinazolin-4-yl)-1,4-oxazepan-6-ol